glucohexose O=C[C@H](O)[C@@H](O)[C@H](O)[C@H](O)CO